[Cl-].C[N+](C)(C)CC.C[N+](C)(C)CC.[Cl-] bis(N,N,N-trimethylethylammonium) chloride